zirconium aluminum salt [Al].[Zr]